O(C1=CC=CC=C1)P(=O)(OC1=CC=CC=C1)CN[C@@H](CC1=CC=CC=C1)C(=O)O ((di(phenoxy)phosphoryl)methyl)phenylalanine